C(C=1C(C(=O)OCC)=CC=CC1)(=O)OCC 1,2-diethyl phthalate